N-(3'-((8-Chloro-[1,2,4]triazolo[4,3-a]quinazolin-5-yl)(methyl)amino)-[1,1'-biphenyl]-4-yl)acetamide ClC1=CC=C2C(=NC=3N(C2=C1)C=NN3)N(C=3C=C(C=CC3)C3=CC=C(C=C3)NC(C)=O)C